5-(cyclopropylmethyl)-4-(6-cyclopropylpyridin-3-yl)-6-methyl-2-(2-methyl-2H-indazol-5-yl)-2H,3H,5H-pyrrolopyridazin-3-one C1(CC1)CN1C(=CC=2C1=C(C(N(N2)C2=CC1=CN(N=C1C=C2)C)=O)C=2C=NC(=CC2)C2CC2)C